[Te].[Cr].[Zn] zinc-chromium-tellurium